ClC1=CC=C(C=C1)C1CCN(CC1)C1=C(C=C(C=C1)NC1C(NC(CC1)=O)=O)F 3-((4-(4-(4-Chlorophenyl)piperidin-1-yl)-3-fluorophenyl)amino)piperidine-2,6-dione